COC=1C=C(C=NC1)C1=CN=C2SC(=NN21)NCC2CCOCC2 5-(5-methoxy-3-pyridyl)-N-(tetrahydro-pyran-4-ylmethyl)imidazo[2,1-b][1,3,4]thiadiazol-2-amine